F[C@H]1[C@H](C1)C(=O)NC1=CC(=NC=N1)C=1C(=NC=NC1)NC=1C=NC(=CC1C)[C@@H](CC)O (1R,2R)-2-fluoro-N-(4'-((6-((R)-1-hydroxypropyl)-4-methylpyridin-3-yl)amino)-[4,5'-bipyrimidin]-6-yl)cyclopropane-1-carboxamide